The molecule is a mannosylinositol phosphorylceramide(1-) having a hexaacosanoyl group amide-linked to a C18 phytosphingosine base, with no hydroxylation of the C26 very long chain fatty acid. Major species at pH 7.3. It is a conjugate base of a Man-1-2-Ins-1-P-Cer(t18:0/26:0). CCCCCCCCCCCCCCCCCCCCCCCCCC(=O)N[C@@H](COP(=O)([O-])O[C@@H]1[C@@H]([C@@H]([C@H]([C@@H]([C@H]1OC2[C@H]([C@H]([C@@H]([C@H](O2)CO)O)O)O)O)O)O)O)[C@@H](C(CCCCCCCCCCCCCC)O)O